3-methoxy-1-methyl-6-nitro-2-(4-(3-(piperidin-1-yl)propoxy)phenyl)quinolin-4(1H)-one COC1=C(N(C2=CC=C(C=C2C1=O)[N+](=O)[O-])C)C1=CC=C(C=C1)OCCCN1CCCCC1